ethylenediaminetetraacetic acid dipotassium salt dihydrate O.O.[K+].[K+].C(CN(CC(=O)[O-])CC(=O)[O-])N(CC(=O)O)CC(=O)O